5-(Phenylmethoxy)-3-chloropyrazine-2-carbaldehyde C1(=CC=CC=C1)COC=1N=C(C(=NC1)C=O)Cl